2-phenyl-4-[bis(3-methoxyphenyl)phosphono]-4H-chromene C1(=CC=CC=C1)C=1OC2=CC=CC=C2C(C1)P(=O)(OC1=CC(=CC=C1)OC)OC1=CC(=CC=C1)OC